COC=1C(=CC2=CN(N=C2C1)C1CCNCC1)NC(C1=CC(=CC=C1)C(F)(F)F)=O N-(6-methoxy-2-(piperidin-4-yl)-2H-indazol-5-yl)-3-(trifluoromethyl)benzamide